C(C)(=O)N1CC=2N(CC1)C(=NC2C=2C=CC=C1C=C(N=CC21)C2=CC=C(OCCCC#CC1=C3CN(C(C3=CC=C1)=O)C1C(NC(CC1)=O)=O)C=C2)C2CCOCC2 3-(4-(5-(4-(8-(7-Acetyl-3-(tetrahydro-2H-pyran-4-yl)-5,6,7,8-tetrahydroimidazo[1,5-a]pyrazin-1-yl)isoquinolin-3-yl)phenoxy)pent-1-yn-1-yl)-1-oxoisoindolin-2-yl)piperidine-2,6-dione